5-benzyl 6-(tert-butyl) (S)-6-azaspiro[2.5]octane-5,6-dicarboxylate C1CC12C[C@H](N(CC2)C(=O)OC(C)(C)C)C(=O)OCC2=CC=CC=C2